(S)-5-(2-((2-((tert-butyldiphenylsilyl)oxy)ethyl)amino)-2-cyclopropylethoxy)-7-chloro-8-fluoro-2-(methylthio)pyrido[4,3-d]pyrimidin-4(3H)-one [Si](C1=CC=CC=C1)(C1=CC=CC=C1)(C(C)(C)C)OCCN[C@H](COC1=NC(=C(C=2N=C(NC(C21)=O)SC)F)Cl)C2CC2